FC(C(F)(F)F)(F)F 1,1,2-trifluoro-1,2,2-trifluoroethane